FC(OC1=NC=CC(=C1)CNC(=O)N[C@H]1C[C@H](CC1)C(F)(F)F)F |r| 1-[[2-(difluoromethoxy)pyridin-4-yl]methyl]-3-[rac-(1R,3S)-3-(trifluoromethyl)cyclopentyl]urea